tert-butyl (endo-8-(5-bromo-3-methyl-4-oxo-7-((2-(trimethylsilyl)ethoxy)methyl)-4,7-dihydro-3H-pyrrolo[2,3-d]pyrimidin-2-yl)-8-azabicyclo[3.2.1]octan-3-yl)carbamate BrC1=CN(C=2N=C(N(C(C21)=O)C)N2C1CC(CC2CC1)NC(OC(C)(C)C)=O)COCC[Si](C)(C)C